CC=1C(=NC(=NC1)N1CCNCC(C1)C)NC=1C=C2C=NNC2=CC1 N-(5-methyl-2-(6-methyl-1,4-diazepan-1-yl)pyrimidin-4-yl)-1H-indazol-5-amine